CC1(C2=CC=CC=C2C=2C=CC(=CC12)NC1=CC2=C(OC3=C2C=CC=C3)C=C1)C N-(9,9-dimethylfluoren-2-yl)dibenzofuran-2-amine